C(=O)(O)C=1C=C(CN2CC(C2)OC=2C=CC(=C(C(=O)O)C2)NS(=O)(=O)C=2C=NN(C2)C2=CC=C(C=C2)F)C=CC1NS(=O)(=O)C=1C=NN(C1)C1=CC=C(C=C1)F 5-((1-(3-carboxy-4-(1-(4-fluorophenyl)-1H-pyrazole-4-sulfonamido)benzyl)azetidin-3-yl)oxy)-2-(1-(4-fluorophenyl)-1H-pyrazole-4-sulfonamido)benzoic acid